ClCC=1N=NN(N1)CC(F)(F)F 5-(chloro-methyl)-2-(2,2,2-trifluoroethyl)tetrazole